(2S)-2-{2-[(4-chlorophenyl)methyl]-2-methylpropanamido}-4-methylpentanoic acid ClC1=CC=C(C=C1)CC(C(=O)N[C@H](C(=O)O)CC(C)C)(C)C